(±)-5-(2-Methoxy-1-nitro-2-oxoethylidene)pyrrolidine-2-carboxylic acid methyl ester COC(=O)[C@@H]1NC(CC1)=C(C(=O)OC)[N+](=O)[O-] |r|